3-(3-(1-(2-(5-((4,6-Difluoro-1H-indol-5-yl)oxy)-2-fluorophenyl)-1H-imidazol-4-yl)-1-hydroxyethyl)-5-fluorophenyl)propanoic acid FC1=C2C=CNC2=CC(=C1OC=1C=CC(=C(C1)C=1NC=C(N1)C(C)(O)C=1C=C(C=C(C1)F)CCC(=O)O)F)F